S1C(=NC2=C1C=CC=C2)C2=CC=C(OCCOC1=CC3=C(C=CC(O3)=O)C=C1)C=C2 7-(2-(4-(benzo[d]thiazol-2-yl)phenoxy)ethoxy)-2H-benzopyran-2-one